5-chloro-3-(2-(3-(3-trifluoromethylphenyl)-4-oxothiazolidine-2-ylidene)hydrazono)-1H-indol-2-one ClC=1C=C2C(C(NC2=CC1)=O)=NN=C1SCC(N1C1=CC(=CC=C1)C(F)(F)F)=O